OCCNC1=CC=C(C=N1)CNC(=O)NC=1SC=C(N1)C(C)(C)C1=CC=C(C=C1)OC 1-((6-((2-hydroxyethyl)-amino)pyridin-3-yl)meth-yl)-3-(4-(2-(4-methoxy-phenyl)propan-2-yl)-thiazol-2-yl)urea